C1(CC1)C[C@@H](C(=O)NC(C[C@H]1C(NCC1)=O)C(C(=O)NC1CC1)=O)NC(C[C@H](CC)C1=CC=CC=C1)=O (3S)-N-((2S)-3-Cyclopropyl-1-((4-(cyclopropylamino)-3,4-dioxo-1-((S)-2-oxopyrrolidin-3-yl)butan-2-yl)amino)-1-oxopropan-2-yl)-3-phenylpentanamid